ClC(C=CCC1C(CCC1)=O)C 2-(4-chloropent-2-en-1-yl)cyclopentane-1-one